2-(2-(4-methoxybenzyl)-1,1-dioxido-2,3-dihydrobenzo[d]isothiazol-6-yl)-2-methylpropanoic acid COC1=CC=C(CN2S(C3=C(C2)C=CC(=C3)C(C(=O)O)(C)C)(=O)=O)C=C1